2-[(2,4-dimethylphenyl)amino]but-3-en-1-ol CC1=C(C=CC(=C1)C)NC(CO)C=C